C(C)C1=C(C(C=2C(=NC3=C(N2)SC(=C3)C)N1)=O)N1CCN(CC1)C(=O)OC(C)(C)C tert-butyl 4-(6-ethyl-2-methyl-8-oxo-5,8-dihydropyrido[2,3-b]thieno[2,3-e]pyrazin-7-yl)piperazine-1-carboxylate